(2,3,4-trifluorophenyl)isothiazol-5-amine FC1=C(C=CC(=C1F)F)C1=NSC(=C1)N